tert-butyl 6-(3-bromo-2-fluorobenzyl)-7-oxo-5-azaspiro[2.4]heptane-5-carboxylate BrC=1C(=C(CC2N(CC3(CC3)C2=O)C(=O)OC(C)(C)C)C=CC1)F